N[C@@H](CO)C1=CC(=CC=C1)OC(F)(F)F |o1:1| rel-(2R)-2-amino-2-[3-(trifluoromethoxy)phenyl]ethanol